(-)-kaurene C[C@]12CCCC([C@@H]1CC[C@@]34[C@@H]2CC[C@@H](C3)C(=C)C4)(C)C